C(C)(C)(C)OC(=O)N1OCC[C@H]1C=1N=C(SC1)C.FC(C(=O)O)(F)F.CC=1SC=C(N1)[C@H]1NOCC1 (3S)-3-(2-Methylthiazol-4-yl)isoxazolidine trifluoroacetic acid salt Tert-butyl-(3S)-3-(2-methylthiazol-4-yl)isoxazolidine-2-carboxylate